CN(C1=CC=CC=C1)C1=NN=C2N1C1=CC(=CC=C1C=N2)C=O (methyl-(phenyl)amino)-[1,2,4]triazolo[4,3-a]quinazoline-8-carbaldehyde